3-(3-fluoropyridin-4-yl)-2-oxopropyl-4,4-difluorocyclohexane-1-carboxylate FC=1C=NC=CC1CC(COC(=O)C1CCC(CC1)(F)F)=O